COC(=O)[C@@H]1CN(CC1)CC1=CC=C(C=C1)Br (S)-1-(4-bromobenzyl)pyrrolidine-3-carboxylic acid methyl ester